4-((2,4-diaminopyrimidin-5-yl)oxy)-5-isopropyl-2-methoxypyrimidine 1-oxide NC1=NC=C(C(=N1)N)OC1=NC(=[N+](C=C1C(C)C)[O-])OC